C(CC)N1C(CCC1)=O N-(n-propyl)-2-pyrrolidone